N-Cbz-cis-1,2-cyclohexanediamine C(=O)(OCC1=CC=CC=C1)N[C@H]1[C@H](CCCC1)N